C(C1=CC=CC=C1)OC(=O)C=1N=C2N(CCN(C2)CC(C)(C)O)C1 7-(2-hydroxy-2-methylpropyl)-5,6,7,8-tetrahydroimidazo[1,2-a]Pyrazine-2-carboxylic acid benzyl ester